2-(4-(3-(1-(5-chloropyrimidin-2-yl)piperidin-4-yl)propoxy)-2-fluorophenyl)acetate ClC=1C=NC(=NC1)N1CCC(CC1)CCCOC1=CC(=C(C=C1)CC(=O)[O-])F